N2-isobutyryl-3'-tert-butyldimethylsilyl-2'-benzoyl-guanosine C(C(C)C)(=O)NC=1NC(C=2N=CN([C@H]3[C@](O)([C@](O)([C@@H](CO)O3)[Si](C)(C)C(C)(C)C)C(C3=CC=CC=C3)=O)C2N1)=O